COC=1C=C(CCN)C=C(C1OCCC)OC 3,5-dimethoxy-4-propoxyphenethylamine